C(C)(C)(C)[C@@H]1OC([C@@H](N1C(=O)OCC1=CC=CC=C1)CC1CCCCC1)=O Benzyl (2S,4S)-2-(tert-butyl)-4-(cyclohexylmethyl)-5-oxooxazolidine-3-carboxylate